NC1=CC(=C(C=C1OC)N1CCC2(CCN(CC2)C2CCN(CC2)C=2C=C3C(N(C(C3=CC2)=O)C2C(NC(CC2)=O)=O)=O)CC1)C 5-(4-(9-(4-amino-5-methoxy-2-methylphenyl)-3,9-diazaspiro[5.5]undecan-3-yl)piperidin-1-yl)-2-(2,6-dioxopiperidin-3-yl)isoindole-1,3-dione